Cl.C(C)C1=C(C=CC=C1)[C@H]1N(CCC1)C1CC2(C1)CCN(CC2)C2=CC=C(C(=O)NS(=O)(=O)C1=CC(=C(C=C1)NCC1CCOCC1)[N+](=O)[O-])C=C2 4-{2-[(2S)-2-(2-ethylphenyl)pyrrolidin-1-yl]-7-azaspiro[3.5]nonan-7-yl}-N-{3-nitro-4-[(oxan-4-ylmethyl)amino]benzenesulfonyl}benzamide hydrochloride